3-((1R,3s,5S)-3-((7-((5-methyl-1H-pyrazol-3-yl)amino)-1,6-naphthyridin-5-yl)amino)-8-azabicyclo[3.2.1]octan-8-yl)propanenitrile CC1=CC(=NN1)NC2=NC(=C3C=CC=NC3=C2)NC4C[C@H]5CC[C@@H](C4)N5CCC#N